4-Chloro-5-((1-methylpiperidin-4-yl)methyl)thiophene-2-carboxylic Acid ClC=1C=C(SC1CC1CCN(CC1)C)C(=O)O